5-bromo-2-methyl-2,3-dihydro-1λ6-benzo[2,1-D][1,2]thiazole-1,1-dione BrC1=CC=2CN(S(C2C=C1)(=O)=O)C